4-hydroxy-N-[5-methoxy-8-phenylpyrido[3,4-b]pyrazin-3-yl]-4-methylpiperidin-1-carboxamide OC1(CCN(CC1)C(=O)NC1=CN=C2C(=N1)C(=NC=C2C2=CC=CC=C2)OC)C